O1N=C(C2=C1C=CC=C2)C2CCN(CC2)CCN2C(C=1N(C=C2)C=C(C1C)C)=O 2-[2-(4-benzo[d]isoxazol-3-yl-piperidin-1-yl)-ethyl]-7,8-dimethyl-2H-pyrrolo[1,2-a]pyrazin-1-one